2-(6-bromo-2-methylimidazo[1,2-a]pyridin-8-yl)-4-methyloxazole BrC=1C=C(C=2N(C1)C=C(N2)C)C=2OC=C(N2)C